5-bromo-6-oxo-1,6-dihydronicotinic acid BrC=1C(NC=C(C(=O)O)C1)=O